NC1=NC(=C2C(=N1)N(N=C2)CC2=CC=C(C=C2)N)C2=NC=CC(=C2)C#N 2-[6-amino-1-[(4-aminophenyl)methyl]pyrazolo[3,4-d]pyrimidin-4-yl]pyridine-4-carbonitrile